CN(P(OCC)(OCC)=O)CC1=CC=C(C=C1)C1=NOC(=N1)C(F)(F)F diethyl methyl(4-(5-(trifluoromethyl)-1,2,4-oxadiazol-3-yl)benzyl)phosphoramidate